5-(azidomethyl)-1H-indole N(=[N+]=[N-])CC=1C=C2C=CNC2=CC1